ClC1=C(C(C(N(N1O)C)=O)CC(=O)NC12COC(C1)(C2)C)CO 2-(6-chloro-5-(hydroxymethyl)-2-methyl-1-hydroxy-3-oxo-2,3-dihydropyridazin-4-yl)-N-(1-methyl-2-oxabicyclo[2.1.1]Hex-4-yl)acetamide